1-[(R)-1-(2-Difluoromethoxy-pyridin-4-yl)-2-methoxy-ethyl]-3-spiro[3.3]hept-2-yl-urea FC(OC1=NC=CC(=C1)[C@H](COC)NC(=O)NC1CC2(C1)CCC2)F